ClC=1C=C2N=C(C(=NC2=CC1Cl)N1CCC(CCC1)(F)F)C(=O)NC1=CC(=CC=C1)S(N)(=O)=O 6,7-dichloro-2-(4,4-difluoroazepan-1-yl)-N-(3-sulfamoylphenyl)quinoxaline-3-carboxamide